(S)-2-((1H-pyrazolo[3,4-d]pyrimidin-4-yl)amino)-4-(((S)-2-fluoro-3-methoxypropyl)(4-(5,6,7,8-tetrahydro-1,8-naphthyridin-2-yl)butyl)amino)butanoic acid N1N=CC=2C1=NC=NC2N[C@H](C(=O)O)CCN(CCCCC2=NC=1NCCCC1C=C2)C[C@@H](COC)F